3-(3,6-dihydro-2H-pyran-4-yl)-1-methyl-N-(7-methyl-[1,2,4]triazolo[1,5-a]pyridin-6-yl)-1H-pyrazolo[4,3-d]pyrimidin-5-amine O1CCC(=CC1)C1=NN(C2=C1N=C(N=C2)NC=2C(=CC=1N(C2)N=CN1)C)C